O=C1N(CC2=C(C=CC=C12)SCCCCCCCN1CC(C1)OC(F)(F)F)C1C(NC(CC1)=O)=O 3-(1-oxo-4-((7-(3-(trifluoromethoxy)azetidin-yl)heptyl)thio)isoindolin-2-yl)piperidine-2,6-dione